Br.C(C)(C)(C)N t-butylamine hydrobromide salt